N-ethyl-2-methyl-N-[4-methyl-2-(3-pyridinyl)thiazol-5-yl]-3-methylsulfanyl-propionamide C(C)N(C(C(CSC)C)=O)C1=C(N=C(S1)C=1C=NC=CC1)C